Ethyl 4-isopropyl-2-[3-[[3-(5-methyl-1,2,4-oxadiazol-3-yl)benzoyl]amino]propanoylamino]thiazole-5-carboxylate C(C)(C)C=1N=C(SC1C(=O)OCC)NC(CCNC(C1=CC(=CC=C1)C1=NOC(=N1)C)=O)=O